C(C1=CC=CC=C1)N1C(N(N=C1CO)CC1CCOCC1)=O 4-benzyl-5-(hydroxymethyl)-2-((tetrahydro-2H-pyran-4-yl)methyl)-2,4-dihydro-3H-1,2,4-triazol-3-one